2-(2-Chlorophenyl)-N-{3-[(2,4-dimethoxybenzyl)sulfamoyl]-4-[4-(2-methoxyethyl)-1H-pyrazol-1-yl]phenyl}acetamide ClC1=C(C=CC=C1)CC(=O)NC1=CC(=C(C=C1)N1N=CC(=C1)CCOC)S(NCC1=C(C=C(C=C1)OC)OC)(=O)=O